[B].BrC1=CC=C(C=C1)/C=C/C(=O)N1CCN(CC1)C(C1=CN=C(C=C1)Cl)=O (E)-3-(4-bromophenyl)-1-(4-(6-chloronicotinoyl)piperazin-1-yl)prop-2-en-1-one Boron